C12CN(CC(C=C1)N2)C=2C1=C(N=C(N2)OCC23CCCN3CCC2)C(=C(N=C1)C1=CC(=CC2=CC=CC(=C12)C#C)OCOC)F 4-(3,8-diazabicyclo[3.2.1]oct-6-en-3-yl)-7-(8-ethynyl-3-(methoxymethoxy)naphthalen-1-yl)-8-fluoro-2-((tetrahydro-1H-pyrrolizin-7a(5H)-yl)methoxy)pyrido[4,3-d]pyrimidine